FC(C(=O)O)(F)F.N(C(=O)C)CC1=[N+](C=CC(=C1)C1CNCCC1(F)F)[O-] 2-(Acetaminomethyl)-4-(4,4-difluoropiperidin-3-yl)pyridine 1-oxide trifluoroacetate